C(C1=CC=CC=C1)N1C(C(NC2=C(C1=O)C=C(C(=C2)OCCCCCBr)OC)=O)C 4-benzyl-8-((5-bromopentyl)oxy)-7-methoxy-3-methyl-3,4-dihydro-1H-benzo[e][1,4]diazepin-2,5-dione